C(#N)C1=NC2=CC(=CC(=C2N=C1N1CC(C(C(C1)C)(F)F)C)[C@@H](C)NC1=C(C(=O)O)C=CC=C1)C 2-(((1R)-1-(2-cyano-3-(4,4-difluoro-3,5-dimethylpiperidin-1-yl)-7-methylquinoxalin-5-yl)ethyl)amino)benzoic acid